C1(CCC1)COC1=CC(=C(C(=O)N2CCC(CC2)C=2C(=CC(=NC2)N)OC)C=C1OC)F 5-(1-[4-(Cyclobutylmethoxy)-2-fluoro-5-methoxybenzoyl]piperidin-4-yl)-4-methoxypyridin-2-amine